tetrahydro-xanthenone C1CCCC=2OC3=CC=CC=C3C(C12)=O